(R)-N-(2-chloro-3-fluoro-4-(N-(1-(piperidin-4-yl)ethyl)sulfamoyl)phenyl)-2-methylbenzamide hydrochloride Cl.ClC1=C(C=CC(=C1F)S(N[C@H](C)C1CCNCC1)(=O)=O)NC(C1=C(C=CC=C1)C)=O